O1COC2=C1C=CC(=C2)NC(=O)C2CC(CCC2C(C)C)C N-Benzo[1,3]dioxol-5-yl-3-p-menthanecarboxamide